C(C)S(=O)(=O)C1=CC=C(C=C1)CC(=O)NC1=CC=C(C=C1)C1=NC2=C(N1CC1=CC=C(C=C1)C)C=C(C=C2)C 2-(4-(ethylsulfonyl)phenyl)-N-(4-(6-methyl-1-(4-methylbenzyl)-1H-benzo[d]imidazol-2-yl)phenyl)acetamide